NC1=NC=CC=C1S(=O)(=O)NC=1C=CC=C2C=CC=NC12 2-amino-N-(quinolin-8-yl)pyridine-3-sulfonamide